2-methyl-1-(2-methyl-2-{[2-(pyridin-4-yl)-1,7-naphthyridin-4-yl]Amino}propoxy)propan-2-ol CC(COCC(C)(NC1=CC(=NC2=CN=CC=C12)C1=CC=NC=C1)C)(C)O